6-Cyclobutoxy-4-((3-(4-(5-(trifluoromethyl)pyrimidin-2-yl)piperazin-1-yl)benzo[d]isoxazol-7-yl)methyl)phthalazin-1(2H)-one C1(CCC1)OC=1C=C2C(=NNC(C2=CC1)=O)CC1=CC=CC=2C(=NOC21)N2CCN(CC2)C2=NC=C(C=N2)C(F)(F)F